C(C)(C)N1CCC(CC1)N1C(NC2=C1C=CC(=C2)C=2C=C(C=1N(C2)N=CN1)C)=O 1-(1-isopropylpiperidin-4-yl)-5-(8-methyl-[1,2,4]triazolo[1,5-a]pyridin-6-yl)-1,3-dihydro-2H-benzo[d]imidazol-2-one